ClC=1C(=NC(=NC1)NC1CCOCC1)C1=CC=C2CN(C(C2=C1)=O)CC(=O)NC1C2=CN(N=C2CCC1)C 2-(6-{5-chloro-2-[(oxacyclohex-4-yl)amino]pyrimidin-4-yl}-1-oxo-2,3-dihydro-1H-isoindol-2-yl)-N-(2-methyl-4,5,6,7-tetrahydro-2H-indazol-4-yl)acetamide